C1(=CC=CC=C1)C(=C(CC)C1=CC=CC=C1)C1=CC=C(OCCN(C)C)C=C1 2-[4-(1,2-diphenyl-1-butenyl)phenoxy]-N,N-dimethylethylamine